bistertbutyldimethylsilylamide C(C)(C)(C)C([SiH](C)[NH-])C(C)(C)C